(S)-2-amino-2-(tetrahydro-2H-pyran-4-yl)acetic acid N[C@H](C(=O)O)C1CCOCC1